CC1=CC=C(C=C1)C1(CC1)CN1N=C2N(CCCC2)C1=O (5S)-2-{[1-(4-Methylphenyl)cyclopropyl]methyl}-3-oxo-2,3,5,6,7,8-hexahydro[1,2,4]triazolo[4,3-a]pyridin